C(C(C)C)(=O)OC(C(=O)O)(C)C α-isobutyryloxyisobutyric acid